[R]-2-amino-3-phenylpropylcarbamate N[C@@H](CNC([O-])=O)CC1=CC=CC=C1